3-[4-[1-[4-[(3R,5R)-5-[(5-bromo-1-methyl-6-oxo-pyridazin-4-yl)amino]-1-methyl-3-piperidyl]benzoyl]azetidin-3-yl]phenyl]piperidine-2,6-dione BrC1=C(C=NN(C1=O)C)N[C@@H]1C[C@@H](CN(C1)C)C1=CC=C(C(=O)N2CC(C2)C2=CC=C(C=C2)C2C(NC(CC2)=O)=O)C=C1